tert-butyl {4-[3-(4-{3-[4-chloro-3-(2,2-difluoroethyl)-1H-pyrrolo[2,3-b]pyridin-3-yl]phenyl}-3-oxopiperazin-1-yl) propyl]piperazin-1-yl}formate ClC1=C2C(=NC=C1)NCC2(CC(F)F)C=2C=C(C=CC2)N2C(CN(CC2)CCCN2CCN(CC2)C(=O)OC(C)(C)C)=O